Fmocsuccinimide C(=O)(OCC1C2=CC=CC=C2C2=CC=CC=C12)C1C(=O)NC(C1)=O